OC[C@H](C1=CC=CC=C1)NC1=NC(=NC=C1C1=NC=NO1)NC1=CC=C2C(=N1)N(N(C2=O)COC)C(C)C (S)-6-((4-((2-hydroxy-1-phenylethyl)amino)-5-(1,2,4-oxadiazol-5-yl)pyrimidin-2-yl)amino)-1-isopropyl-2-(methoxymethyl)-1,2-dihydro-3H-pyrazolo[3,4-b]pyridin-3-one